C(C)OC=1C=C(C=CC1)C1=CC(=CC=C1)OCC 3,3'-diethoxybiphenyl